ClC=1C(=C(CN2CCC(CC2)(C(=O)O)CC2=NC(=CC(=C2F)C)NC2=NNC(=C2)C)C=CC1)F 1-(3-chloro-2-fluorobenzyl)-4-((3-fluoro-4-methyl-6-((5-methyl-1H-pyrazol-3-yl)amino)-pyridin-2-yl)methyl)piperidine-4-carboxylic acid